8-(3-(benzyloxy)-2,6-dimethylphenyl)-6-chloro-3-((R)-1-(4-methoxyphenyl)ethyl)pyrido[3,4-d]pyrimidin-4(3H)-one C(C1=CC=CC=C1)OC=1C(=C(C(=CC1)C)C1=NC(=CC2=C1N=CN(C2=O)[C@H](C)C2=CC=C(C=C2)OC)Cl)C